C[Si](C)(C)N([C@@H]([C@@H](C)CC)C(=O)O)[Si](C)(C)C Bis(trimethylsilyl)isoleucine